ClN(S(=O)(=O)C1=CC=C(C=C1)C)[Na] [chloro(p-tolylsulfonyl)amino]sodium